FC=1C=C2C(=NNC2=C(C1)F)I 5,7-difluoro-3-iodo-1H-indazole